(Z)-4-(4-((3-(2-chlorophenyl)-5-cyclopropylisoxazol-4-yl)methoxy)piperidin-1-yl)-N'-hydroxybenzoamidine ClC1=C(C=CC=C1)C1=NOC(=C1COC1CCN(CC1)C1=CC=C(/C(=N/O)/N)C=C1)C1CC1